OC1=C2[C@H]3[C@H](C(OC2=CC(=C1C(=O)NC1=CC=CC=C1)CCCCC)(C)C)CCC(=C3)C (6aR,10aR)-1-hydroxy-6,6,9-trimethyl-3-pentyl-N-phenyl-6a,7,8,10a-tetrahydro-6H-benzo[c]chromene-2-carboxamide